CN1N=NC(=C1COC=1C=C2CCN(CC2=CN1)C(C)=O)C=1C=NC(=CC1)C 1-(6-{[1-methyl-4-(6-methylpyridin-3-yl)-1H-1,2,3-triazol-5-yl]methoxy}-1,2,3,4-tetrahydro-2,7-naphthyridin-2-yl)ethan-1-one